5-amino-5'-(5'-phenyl-2-oxadiazolyl)-1,3,3-trimethylspiro[indoline-2,3'-[3H]-naphtho[2,1-b][1,4]oxazine] NC=1C=C2C(C3(C=NC4=C(O3)C(=CC3=CC=CC=C34)N3OC(=CN3)C3=CC=CC=C3)N(C2=CC1)C)(C)C